tert-butyl (3S)-4-[[1-[(1-benzyloxycarbonyl-4-piperidyl)methyl]triazol-4-yl]methyl]-3-methyl-piperazine-1-carboxylate C(C1=CC=CC=C1)OC(=O)N1CCC(CC1)CN1N=NC(=C1)CN1[C@H](CN(CC1)C(=O)OC(C)(C)C)C